2-O-galloyl-galactose C(C1=CC(O)=C(O)C(O)=C1)(=O)O[C@@H](C=O)[C@@H](O)[C@@H](O)[C@H](O)CO